COC(C1=C(N=C(C=C1)C1=CC=C(C=C1)Cl)CBr)=O 2-bromomethyl-6-(4-chloro-phenyl)-nicotinic acid methyl ester